3-benzyl-6-methoxy-1,5-dimethyl-3,8-diazabicyclo[3.2.1]octane-8-carboxylate C(C1=CC=CC=C1)N1CC2(CC(C(C1)(N2C(=O)[O-])C)OC)C